N-(4-(4-(cyclopropylsulfonamido)-2,3-dimethylphenyl)-1H-pyrrolo[2,3-b]pyridin-6-yl)cyclopropylcarboxamide C1(CC1)S(=O)(=O)NC1=C(C(=C(C=C1)C1=C2C(=NC(=C1)NC(=O)C1CC1)NC=C2)C)C